tert-butyl ((R)-1-((1R,2S,5S)-6,6-dimethyl-2-(((S)-3-oxo-1-((S)-2-oxopyrrolidin-3-yl)-4-(trifluoromethoxy)butan-2-yl)carbamoyl)-3-azabicyclo[3.1.0]hexan-3-yl)-1-oxobutan-2-yl)carbamate CC1([C@H]2CN([C@@H]([C@@H]12)C(N[C@@H](C[C@H]1C(NCC1)=O)C(COC(F)(F)F)=O)=O)C([C@@H](CC)NC(OC(C)(C)C)=O)=O)C